(R)-2-(5-(4-((1-(3-(1,1-difluoro-2-hydroxyethyl)-2-fluorophenyl)ethyl)amino)-2-methylquinazolin-6-yl)-2-hydroxyphenyl)-N,N-dimethylacetamide formate salt C(=O)O.FC(CO)(F)C=1C(=C(C=CC1)[C@@H](C)NC1=NC(=NC2=CC=C(C=C12)C=1C=CC(=C(C1)CC(=O)N(C)C)O)C)F